methyl 1-(2-methoxyphenyl)-6-oxopyridazine-3-carboxylate COC1=C(C=CC=C1)N1N=C(C=CC1=O)C(=O)OC